FC(C(=O)O)(F)F.O[C@@H](C(=O)N1CCN(CC1)C1=CC=C(C=N1)C=1C=2N(C=C(C1)C1=CN=C(S1)C)N=CC2C#N)C(C)C (R)-4-(6-(4-(2-hydroxy-3-methylbutyryl)piperazin-1-yl)pyridin-3-yl)-6-(2-methylthiazole-5-yl)pyrazolo[1,5-a]Pyridine-3-carbonitrile 2,2,2-trifluoroacetic acid salt